(S)-3-(1H-indol-3-yl)-2-(4-methylphenyl-sulphonyl)-N-(2-morpholinopyrimidin-5-yl)propanamide N1C=C(C2=CC=CC=C12)C[C@@H](C(=O)NC=1C=NC(=NC1)N1CCOCC1)S(=O)(=O)C1=CC=C(C=C1)C